Cl.ClC1=NC=CC(=C1)C=1C=CC=2N(N1)C=C(N2)CC(=O)O 2-(6-(2-chloropyridin-4-yl)imidazo[1,2-b]pyridazin-2-yl)acetic acid hydrochloride